Magnesium sulfid [S-2].[Mg+2]